FC1=CC=CC=2C(=N[C@@H](C(NC21)=O)NC(=O)C=2C(=NN1C2N=CC=C1)C1=CC(=NC=C1)C)C1=CC=CC=C1 N-[(3S)-9-fluoro-2-oxo-5-phenyl-1,3-dihydro-1,4-benzodiazepine-3-Yl]-2-(2-methylpyridin-4-yl)pyrazolo[1,5-a]pyrimidine-3-carboxamide